propionylurea C(CC)(=O)NC(=O)N